F\C(=C\C1=CC=CC=C1)\OC=1C=C(C=CC1)\C(\C)=N\OCC1=C(C=CC=C1)\C(\C(=O)NC)=N/OC (2E)-2-{2-[({[(1E)-1-(3-{[(E)-1-Fluoro-2-phenylvinyl]oxy}phenyl)ethyliden]amino}oxy)methyl]phenyl}-2-(methoxyimino)-N-methylacetamid